N[C@H](C#N)C[C@H]1C(NCC1)=O (S)-2-amino-3-((S)-2-oxopyrrolidin-3-yl)propanenitrile